1-ethenylsulfonylethene C(=C)S(=O)(=O)C=C